3,4-diiodostyrene IC=1C=C(C=C)C=CC1I